tert-butyl 6-chloro-1,3-dihydro-2H-pyrrolo[3,4-c]pyridine-2-carboxylate ClC1=CC2=C(C=N1)CN(C2)C(=O)OC(C)(C)C